5-(1-(((R)-1-(thiophen-2-yl)ethyl)amino)-2,3,4,9-tetrahydro-1H-carbazol-6-yl)isoindolin S1C(=CC=C1)[C@@H](C)NC1CCCC=2C3=CC(=CC=C3NC12)C=1C=C2CNCC2=CC1